C(#N)C1=CC(=CC2=C1SC(=C2)B(O)O)C (7-cyano-5-methylbenzo[b]thiophen-2-yl)boronic acid